N-{4-[(3-{3-cyano-4-[(propan-2-yl)oxy]phenyl}-1-{[2-(trimethyl-silyl)ethoxy]methyl}-1H-pyrrolo[2,3-b]pyridin-4-yl)oxy]-3-(trifluoromethyl)phenyl}-N'-[(3-methyl-oxetan-3-yl)methyl]urea C(#N)C=1C=C(C=CC1OC(C)C)C1=CN(C2=NC=CC(=C21)OC2=C(C=C(C=C2)NC(=O)NCC2(COC2)C)C(F)(F)F)COCC[Si](C)(C)C